(E)-5-amino-4-((4-((2-amino-4-carbamoyl-6-methoxyphenyl)amino)but-2-en-1-yl)amino)-2-methylbenzofuran-7-formamide NC=1C=C(C2=C(C=C(O2)C)C1NC\C=C\CNC1=C(C=C(C=C1OC)C(N)=O)N)C(=O)N